3-(trifluoromethyl)-1,7-naphthyridin-8-amine FC(C=1C=NC2=C(N=CC=C2C1)N)(F)F